8-bromo-2,6-dichloro-3-methylquinazolin-4(3H)-one BrC=1C=C(C=C2C(N(C(=NC12)Cl)C)=O)Cl